N-(2-aminophenyl)-4-[N-(pyridin-3-ylmethoxycarbonyl)aminomethyl]benzamide NC1=C(C=CC=C1)NC(C1=CC=C(C=C1)CNC(=O)OCC=1C=NC=CC1)=O